2-((4-(6-((4-Chloro-2-fluorobenzyl)oxy)pyridin-2-yl)piperidin-1-yl)methyl)-4-(fluoromethoxy)-1-methyl-1H-benzo[d]imidazole-6-carboxylic acid ClC1=CC(=C(COC2=CC=CC(=N2)C2CCN(CC2)CC2=NC3=C(N2C)C=C(C=C3OCF)C(=O)O)C=C1)F